ClCC(=O)NC1=C(C=CC(=C1)N(C)C)COC 2-chloro-N-(5-(dimethylamino)-2-(methoxymethyl)phenyl)acetamide